BrC=1C=C(C=C2C(NC=NC12)=O)F 8-bromo-6-fluoroquinazolin-4(3H)-one